O[C@@H]1C[C@H]2[C@H](CCC3=C(O2)C(=C(C=C3)C(=O)O)C)[C@H]1\C=C\C(C(CCCC)(C)C)O (1R,2R,3aS,10aR)-2-hydroxy-1-[(1E,3ξ)-3-hydroxy-4,4-dimethyl-1-octen-1-yl]-5-methyl-2,3,3a,9,10,10a-hexahydro-1H-benzo[b]cyclopenta[f]oxepin-6-carboxylic acid